2-[4-[8-[3-chloro-4-[4-(1,2,4-triazol-4-yl)piperidine-1-carbonyl]anilino]imidazo[1,2-a]pyrazin-3-yl]-2,3-difluoro-phenoxy]acetonitrile ClC=1C=C(NC=2C=3N(C=CN2)C(=CN3)C3=C(C(=C(OCC#N)C=C3)F)F)C=CC1C(=O)N1CCC(CC1)N1C=NN=C1